3-((S)-2-hydroxy-3-((R)-8-(pyrimidin-4-yl)-1-oxa-8-azaspiro[4.5]decan-3-ylamino)propoxy)-N-methylbenzenesulfonamide O[C@H](COC=1C=C(C=CC1)S(=O)(=O)NC)CN[C@H]1COC2(C1)CCN(CC2)C2=NC=NC=C2